(R)-3,3,5-trimethyl-N-(2-(methylamino)-2-phenylethyl)-2,3-dihydro-1H-pyrrolo[3,2-b]pyridine-1-carboxamide CC1(CN(C=2C1=NC(=CC2)C)C(=O)NC[C@@H](C2=CC=CC=C2)NC)C